1-(2-bromo-4-chloro-6-nitrophenyl)-N-methylmethanamine BrC1=C(C(=CC(=C1)Cl)[N+](=O)[O-])CNC